COC1=CC=C(C=C1)N1C=NC2=C1C=CC(=C2)C(=O)OC methyl 1-(4-methoxyphenyl)-1H-benzo[d]imidazole-5-carboxylate